C(C)N1CCN(CC1)C=1C=C(C=CC1F)NC1=NC=C(C(=N1)C=1C=C2C(CN=CC2=CC1)(C)C)F 6-(2-((3-(4-ethylpiperazin-1-yl)-4-fluorophenyl)amino)5-fluoropyrimidin-4-yl)-4,4-dimethyl-3,4-dihydroisoquinolin